C(C)(C)(CCC)N1C=CC=C1 N-tert-hexylpyrrole